ClC1=C(C=2N=C(N=C(C2C=N1)N1CCOCCC1)OCC12CCCN2CCC1)F 4-(7-chloro-8-fluoro-2-((tetrahydro-1H-pyrrolizin-7a(5H)-yl)methoxy)pyrido[4,3-d]pyrimidin-4-yl)-1,4-oxazepane